C1(CC1)C1=C(C(=CC(=C1)OC)F)B1OC(C(O1)(C)C)(C)C 2-(2-cyclopropyl-6-fluoro-4-methoxyphenyl)-4,4,5,5-tetramethyl-1,3,2-dioxaborolane